The molecule is a dicarboxylic acid monoester, a dipeptide, an ethyl ester, a secondary amino compound, a tertiary carboxamide and an organic heterobicyclic compound. It has a role as a prodrug, an antihypertensive agent and an EC 3.4.15.1 (peptidyl-dipeptidase A) inhibitor. CCOC(=O)[C@H](CCC1=CC=CC=C1)N[C@@H](C)C(=O)N2[C@H]3CCCC[C@@H]3C[C@H]2C(=O)O